ClC1=C(C=CC=2SC=CC21)NC(CN2C=1N(C(C(=C2CC)N2CCN(CC2)C(=O)C2=NC=NC(=C2O)C)=O)N=C(N1)C1=CC=CC=C1)=O N-(4-chlorobenzo[b]thiophene-5-yl)-2-(5-ethyl-6-(4-(5-hydroxy-6-methylpyrimidine-4-carbonyl)piperazine-1-yl)-7-oxo-2-phenyl-[1,2,4]triazolo[1,5-a]pyrimidin-4(7H)-yl)acetamide